BrC1=CN=C(N1C)C(=O)NC=1C(=C(C=CC1)C1=NC=CC(=C1Cl)C1=NC(=C(C=C1)CN(C(OC(C)(C)C)=O)C[C@H]1NC(CC1)=O)OC)C tert-Butyl (S)-((2'-(3-(5-bromo-1-methyl-1H-imidazole-2-carboxamido)-2-methylphenyl)-3'-chloro-6-methoxy-[2,4'-bipyridin]-5-yl)methyl)((5-oxopyrrolidin-2-yl)methyl)carbamate